2H-[1,4]oxazino[3,2-g]indolizine 2-methoxy-4-(5-hydroxy-3-oxoheptyl)phenolate COC1=C(C=CC(=C1)CCC(CC(CC)O)=O)[O-].O1CC=NC=2C=CN3C=CC=C3C21